N1C(=NC2=C1C=CC=C2)C2(C(N(C1=CC=CC=C21)C)=O)C2=C(C(=CC=C2)F)O 3-(1H-Benzo[d]imidazol-2-yl)-3-(3-fluoro-2-hydroxyphenyl)-1-methylindolin-2-one